BrC=1C(=C(C=CC1)C1=CC=2N(C(C(=CN2)CN(C(OC(C)(C)C)=O)CCO)=O)C=C1)C tert-butyl ((8-(3-bromo-2-methylphenyl)-4-oxo-4H-pyrido[1,2-a]pyrimidin-3-yl)methyl)(2-hydroxyethyl)carbamate